ClC1=CC(=C(C(=N1)C[C@@]1(C[C@H](N(CC1)C(=O)OC(C)(C)C)C)C(=O)OC(C)(C)C)F)S(=O)(=O)C di-tert-butyl (2R,4R)-4-((6-chloro-3-fluoro-4-(methylsulfonyl) pyridin-2-yl)methyl)-2-methylpiperidine-1,4-dicarboxylate